S(=O)(=O)=C1C2N(C(C(CNC1)NC([C@H](C)NC)=O)=O)C(CC2)C(=O)NC(C2=CC=CC=C2)C2=CC=CC=C2 sulfonyl-N-benzhydryl-5-[[(2S)-2-(methylamino)propionyl]amino]-6-oxo-1,2,4,5,8,9,10,10a-octahydropyrrolo[1,2-a][1,5]diazocine-8-carboxamide